tert-butyl (R)-(2-(4-(5-(7,8-dimethyl-[1,2,4]triazolo[1,5-a]pyridin-6-yl)-6-isopropyl-4H-pyrrolo[3,2-d]thiazol-2-yl)-3-methylpiperazin-1-yl)-2-oxoethyl)(methyl)carbamate CC1=C(C=2N(C=C1C1=C(C=3N=C(SC3N1)N1[C@@H](CN(CC1)C(CN(C(OC(C)(C)C)=O)C)=O)C)C(C)C)N=CN2)C